tris-(2-carboxyethyl)phosphine methyl-6-oxo-1,6-dihydropyrimidine-5-carboxylate COC(=O)C1=CN=CNC1=O.C(=O)(O)CCP(CCC(=O)O)CCC(=O)O